COC(=O)C=1C(=C(SC1NC(C(CC)C1=CC=C(C=C1)C(F)(F)F)=O)C(=O)O)C 4-(Methoxycarbonyl)-3-methyl-5-(2-(4-(trifluoromethyl)phenyl)butanamido)thiophene-2-carboxylic acid